Bis(2-pentylheptyl) 10-(2-(diethylamino)ethyl)-4,16-dihexyl-6,14-dioxo-5,7,13,15-tetraoxa-10-azanonadecanedioate C(C)N(CCN(CCOC(OC(CCC(=O)OCC(CCCCC)CCCCC)CCCCCC)=O)CCOC(OC(CCC(=O)OCC(CCCCC)CCCCC)CCCCCC)=O)CC